ClC=1C(=NC(=NC1)N1CCC(CC1)CNC(C1=CC(=CC=C1)C1C(NC(CC1)=O)=O)=O)NC=1C=C2C=C(C(N(C2=CC1)C)=O)OCC(=O)NC N-((1-(5-chloro-4-((1-methyl-3-(2-(methylamino)-2-oxoethoxy)-2-oxo-1,2-dihydroquinolin-6-yl)amino)pyrimidin-2-yl)piperidin-4-yl)methyl)-3-(2,6-dioxopiperidin-3-yl)benzamide